(1R,3S)-3-(3-{[(2-methyl-1,3-thiazol-5-yl)acetyl]-amino}-1H-pyrazol-5-yl)cyclopentyl ethyl-carbamate C(C)NC(O[C@H]1C[C@H](CC1)C1=CC(=NN1)NC(CC1=CN=C(S1)C)=O)=O